(3R)-3-{[2-(4-fluorophenyl)-7-(trifluoromethyl)[1,2,4]triazolo[1,5-c]quinazolin-5-yl]amino}azepan-2-one FC1=CC=C(C=C1)C1=NN2C(=NC=3C(=CC=CC3C2=N1)C(F)(F)F)N[C@H]1C(NCCCC1)=O